[(1r,4r)-4-(N-Methylethylsulfonamido)cyclohexyl]methyl trifluoromethanesulfonate FC(S(=O)(=O)OCC1CCC(CC1)N(S(=O)(=O)CC)C)(F)F